N1C=C(C=2C1=NC=CC2)C(=O)\N=C\2/SCC1N2CCN(C1)C(=O)OC(C)(C)C (Z)-tert-butyl 3-((1H-pyrrolo[2,3-b]pyridine-3-carbonyl)imino)tetrahydro-1H-thiazolo[3,4-a]pyrazine-7(3H)-carboxylate